C[Si](C)(C)C#CC=1C=C(C=CC1)N(P(C1=CC=CC=C1)C1=CC=CC=C1)P(C1=CC=CC=C1)C1=CC=CC=C1 3-trimethylsilylethynyl-N,N-bis(diphenylphosphino)phenylamine